CN1C(=NC2=C(C=C(C=C2C1=O)C)C(C)=N[S@](=O)C(C)(C)C)C1=NC=CC=C1 (R)-N-(1-(3,6-dimethyl-4-oxo-2-(pyridin-2-yl)-3,4-dihydroquinazolin-8-yl)ethylidene)-2-methylpropane-2-sulfinamide